3-(4-(((4-(((adamantan-1-ylmethyl)amino)methyl)thiazol-2-yl)methyl)thio)-1-oxoisoindolin-2-yl)piperidine-2,6-dione C12(CC3CC(CC(C1)C3)C2)CNCC=2N=C(SC2)CSC2=C3CN(C(C3=CC=C2)=O)C2C(NC(CC2)=O)=O